C1(=CC=CC=C1)CC(=O)NC=1SC=CN1 phenyl-N-(thiazol-2-yl)-acetamide